OC1=C(C=C(C=C1Br)C(C)(C)C1=CC(=C(C(=C1)Br)O)Br)Br Bis-(4-hydroxy-3,5-dibromophenyl)-propan